8-((2S,5R)-5-ethyl-2-methylpiperazin-1-yl)-5-methyl-6-oxo-5,6-dihydroimidazo[1,2-b]pyridazine-2-carbaldehyde O-methyl oxime CON=CC=1N=C2N(N(C(C=C2N2[C@H](CN[C@@H](C2)CC)C)=O)C)C1